CC(C1=CC=C(C=C1)OC#N)(C1=CC=C(C=C1)OC#N)C dimethylmethylenebis(1,4-phenylene) dicyanate